C(C)(C)(C)OC(=O)N1[C@H]([C@@H](CC1)CC)C(=O)O trans-1-[(tert-butoxy)carbonyl]3-Ethylpyrrolidine-2-carboxylic acid